(3R)-3-amino-5-[(4-chlorophenyl)methyl]-7-[5-(2,2-difluoromorpholin-4-yl)-1,2,4-oxadiazol-3-yl]-8-fluoro-1,1-dioxo-2,3-dihydro-1λ6,5-benzothiazepin-4-one N[C@H]1CS(C2=C(N(C1=O)CC1=CC=C(C=C1)Cl)C=C(C(=C2)F)C2=NOC(=N2)N2CC(OCC2)(F)F)(=O)=O